FC=1C=C(C=CC1F)N1C=CC2=CC(=CC=C12)NC(C=C)=O N-(1-(3,4-difluorophenyl)-1H-indol-5-yl)-acrylamide